2-METHYL-1H-INDOLE-3-ACETALDEHYDE CC=1NC2=CC=CC=C2C1CC=O